N=1N=CN(C1)C1=CC(=C2C=NNC2=C1)NC(CC1=CN=C(O1)CCNCC1=CC(=C(C=C1)OC(F)(F)F)Cl)=O N-(6-(4H-1,2,4-triazol-4-yl)-1H-indazol-4-yl)-2-(2-(2-((3-chloro-4-(trifluoromethoxy)benzyl)amino)ethyl)oxazol-5-yl)acetamide